pyridin-3(2H)-one-4-d1 N=1CC(C(=CC1)[2H])=O